CC=1C=C(C=CC1C)C1=CC(=CC=C1)[C@H](CC(=O)OCC)NC(=O)NC=1C(N(C=C(C1O)C)C)=O ethyl (S)-3-(3',4'-dimethylbiphenyl-3-yl)-3-(3-(4-hydroxy-1,5-dimethyl-2-oxo-1,2-dihydropyridin-3-yl)ureido)propanoate